ClC1=C(C(=CC=C1)Cl)C1=CC2=C(N=C(N=C2)NC2=CC=C(C=N2)O[C@@H]2C[C@H](N(C2)C(=O)OC(C)(C)C)C)N(C1=O)C (2R,4R)-tert-butyl 4-((6-((6-(2,6-dichlorophenyl)-8-methyl-7-oxo-7,8-dihydropyrido[2,3-d]pyrimidin-2-yl)amino)pyridin-3-yl)oxy)-2-methylpyrrolidine-1-carboxylate